7-(2,4-dimethoxyphenyl)-5-oxo-2H,3H,5H-[1,3]thiazolo[3,2-a]pyrimidine-6-carbonitrile COC1=C(C=CC(=C1)OC)C=1N=C2N(C(C1C#N)=O)CCS2